2-(4-isopropylphenyl)-3,4-diphenyl-2,3-dihydro-oxazole C(C)(C)C1=CC=C(C=C1)C1OC=C(N1C1=CC=CC=C1)C1=CC=CC=C1